7-(imidazo[1,2-a]pyrazin-3-ylethynyl)-6-methyl-N-(3-(trifluoromethyl)phenyl)benzo[d]isoxazol-3-amine N=1C=C(N2C1C=NC=C2)C#CC2=C(C=CC=1C(=NOC12)NC1=CC(=CC=C1)C(F)(F)F)C